NC1=NC(=C(C=2N1C(NN2)=O)Br)C2=CC=C(C=C2)F 5-amino-8-bromo-7-(4-fluorophenyl)-[1,2,4]triazolo[4,3-c]pyrimidin-3(2H)-one